BrC=1C=C(C=2N(C3=CC=CC=C3C2C1)C1=CC=CC=C1)Cl 3-bromo-1-chloro-9-phenyl-9H-carbazole